S1C(=NC2=C1C=CC=C2)NC(=O)C2=CC(=CC=1NC(=NC12)COC)NC(=O)C1=C(C=CC=C1)C(F)(F)F N-(1,3-benzothiazol-2-yl)-2-(methoxymethyl)-6-({[2-(trifluoromethyl)phenyl]carbonyl}amino)-1H-benzimidazole-4-carboxamide